5-[3-[3-[tert-butyl(dimethyl)silyl]oxypropyl]benzothiophen-2-yl]-2,4-difluoro-aniline [Si](C)(C)(C(C)(C)C)OCCCC1=C(SC2=C1C=CC=C2)C=2C(=CC(=C(N)C2)F)F